8-chloro-2-methyloct-4-yn-3-one ClCCCC#CC(C(C)C)=O